BrC=1C(=C2C(=NC1)N=C(N2)C2=C(N(C(=C2)C)C=2C(=C(C(=O)NCCN(C)C)C=CC2)C)C)N[C@@H]2CN(CC2)S(=O)(=O)CC 3-(3-(6-bromo-7-(((S)-1-(ethylsulfonyl)pyrrolidin-3-yl)amino)-1H-imidazo[4,5-b]pyridin-2-yl)-2,5-dimethyl-1H-pyrrol-1-yl)-N-(2-(dimethylamino)ethyl)-2-methylbenzamide